3-chloro-6-ethyl-5,7-dihydropyrrolo[3,4-c]pyridazine ClC1=CC2=C(N=N1)CN(C2)CC